C1(CC1)C1=C(C(=NO1)C1=C(C=NC=C1Cl)Cl)COC12CCC(CC1)(CC2)COC=2C=C1C(=CC=NC1=CC2F)OCC 6-((4-((5-Cyclopropyl-3-(3,5-dichloropyridin-4-yl)isoxazol-4-yl)methoxy)bicyclo[2.2.2]octan-1-yl)methoxy)-4-ethoxy-7-fluorochinolin